FC1CC(C1)N1C[C@@H]([C@H](CC1)NC(=O)C1=CC(=CC=2N(C=NC21)CC(F)(F)F)C#CCNC2=C(C=C(C=C2)S(=O)(=O)C)OC)C N-((3S,4S)-1-(3-fluorocyclobutyl)-3-methylpiperidin-4-yl)-6-(3-((2-methoxy-4-(methylsulfonyl)phenyl)amino)prop-1-yn-1-yl)-1-(2,2,2-trifluoroethyl)-1H-benzo[d]imidazole-4-carboxamide